3-ethylimidazole-4-carboxylic acid C(C)N1C=NC=C1C(=O)O